7H-pyrrolo[2,3-D]pyrimidine-7-carboxamide N1=CN=CC2=C1N(C=C2)C(=O)N